C(C1=CC=CC=C1)N1C[C@]2(C[C@]2(C1)C(F)(F)F)C(=O)N (1R,5S)-3-benzyl-5-(trifluoromethyl)-3-azabicyclo[3.1.0]hexane-1-formamide